4-(5-hydroxy-6-methoxybenzothien-2-yl)-4-oxobutanoic acid ethyl ester C(C)OC(CCC(=O)C=1SC2=C(C1)C=C(C(=C2)OC)O)=O